S1C=NC2=C1C=CC(=C2)C=2C=C1C(=NC2C(CC2=CC(=CC(=C2)F)F)NC(OC(C)(C)C)=O)C=NN1COCC[Si](C)(C)C tert-butyl (1-(6-(benzo[d]thiazol-5-yl)-1-((2-(trimethylsilyl)ethoxy)methyl)-1H-pyrazolo[4,3-b]pyridin-5-yl)-2-(3,5-difluorophenyl)ethyl)carbamate